NC1=C(C=C(C=N1)C=1C=NN(C1)C1CCN(CC1)C(=O)O)C1=C(C=C(C=C1)N)F 4-(4-(6-amino-5-(4-amino-2-fluorophenyl)pyridin-3-yl)-1H-pyrazol-1-yl)piperidine-1-carboxylic acid